C([2H])([2H])([2H])N(C1=CC=2C(N=C1)=NN(C2)C=2C=C(C=CC2F)NC(=O)N2CC(C2)F)C([2H])([2H])[2H] N-(3-{5-[bis(2H3)methylamino]-2H-pyrazolo[3,4-b]pyridin-2-yl}-4-fluorophenyl)-3-fluoroazetidine-1-carboxamide